C(C1=CC=CC=C1)N(CC1=CC=CC=C1)C[C@@H]1[C@@H](O[C@@H](C(N1)=O)C)C (2R,5R,6S)-5-((dibenzylamino)methyl)-2,6-dimethylmorpholin-3-one